(R)-5-((((6-(2-chloro-3-(3-chloro-2-((2-fluoro-3-((((R)-2-hydroxypropyl)amino)methyl)phenyl)amino)pyridin-4-yl)phenyl)-2-methoxypyridin-3-yl)methyl)amino)methyl)pyrrolidin-2-one ClC1=C(C=CC=C1C1=C(C(=NC=C1)NC1=C(C(=CC=C1)CNC[C@@H](C)O)F)Cl)C1=CC=C(C(=N1)OC)CNC[C@H]1CCC(N1)=O